(S)-N-((R)-1-(4-bromothiophen-2-yl)-2-phenylethyl)-2-methylpropan-2-sulfinamide BrC=1C=C(SC1)[C@@H](CC1=CC=CC=C1)N[S@@](=O)C(C)(C)C